isoquinolin-3(2H)-one C=1NC(C=C2C=CC=CC12)=O